CC1=C(C(=CC=C1)O)C 1,2-dimethyl-3-hydroxybenzene